3-(di-n-propylamino)-propanesulfonic acid C(CC)N(CCCS(=O)(=O)O)CCC